1-benzyl-4-(4-(4,4,5,5-tetramethyl-1,3,2-dioxaborolan-2-yl)phenyl)-1,4-azaphosphinane 4-oxide C(C1=CC=CC=C1)N1CCP(CC1)(C1=CC=C(C=C1)B1OC(C(O1)(C)C)(C)C)=O